5-ethoxy-3-hydroxy-3-(trifluoromethyl)-pent-4-enenitrile C(C)OC=CC(CC#N)(C(F)(F)F)O